CC1=NN2C3=C(N(CCC2=N1)C)C(=CC=C3)NC(OC(C)(C)C)=O tert-butyl (2,6-dimethyl-5,6-dihydro-4H-benzo[b][1,2,4]triazolo[1,5-d][1,4]diazepin-7-yl)carbamate